4-(4-Chloro-3-(trifluoromethyl)phenyl)piperidine ClC1=C(C=C(C=C1)C1CCNCC1)C(F)(F)F